methyl (3R)-3-(tert-butoxycarbonylamino)-4-oxo-3,5-dihydro-2H-1,5-benzothiazepine-7-carboxylate C(C)(C)(C)OC(=O)N[C@H]1CSC2=C(NC1=O)C=C(C=C2)C(=O)OC